benzyl 4-[4-(difluoromethyl)phenyl]-4-[[4-(trifluoromethoxy)phenyl]sulfonylamino]piperidine-1-carboxylate FC(C1=CC=C(C=C1)C1(CCN(CC1)C(=O)OCC1=CC=CC=C1)NS(=O)(=O)C1=CC=C(C=C1)OC(F)(F)F)F